C(#N)C=1C=C(C(=NC1)C(=O)NC=1C=C2C(=NNC2=CC1)C=1C=NC=C(C1)OC)C 5-Cyano-N-(3-(5-methoxypyridin-3-yl)-1H-indazol-5-yl)-3-methylpicolinamide